O=C1CCC2=CC=3CCCC3C(=C12)NC(=O)N=S(=O)(N)C=1SC=CN1 N'-((3-oxo-1,2,3,5,6,7-hexahydro-s-indacen-4-yl)carbamoyl)thiazole-2-sulfonimidamide